C(#N)C1=CC=C(C=C1)C(CC(=O)NC1(CC1)C1=CC(=CC=C1)OCC(F)(F)F)(C)O 3-(4-cyanophenyl)-3-hydroxy-N-(1-(3-(2,2,2-trifluoroethoxy)phenyl)cyclopropyl)butanamide